2-fluoro-1-(3-(7-methoxy-5-methyl-3-(4-(trifluoromethyl)phenyl)-1H-pyrazolo[4,3-d]pyrimidin-1-yl)azetidin-1-yl)prop-2-en-1-one FC(C(=O)N1CC(C1)N1N=C(C=2N=C(N=C(C21)OC)C)C2=CC=C(C=C2)C(F)(F)F)=C